3-(acryloyloxymethyl)-3-methyloxetane C(C=C)(=O)OCC1(COC1)C